N-(4-(aminomethyl)phenyl)-4-methyl-2-hydroxybenzamide NCC1=CC=C(C=C1)NC(C1=C(C=C(C=C1)C)O)=O